(E)-1-(4-(1H-indole-5-carbonyl)piperazin-1-yl)-3-(4-bromophenyl)prop-2-en-1-one N1C=CC2=CC(=CC=C12)C(=O)N1CCN(CC1)C(\C=C\C1=CC=C(C=C1)Br)=O